2-{6-[(3S)-3-(propan-2-yl)piperazin-1-yl]pyridazin-3-yl}pyridin-3-ol CC(C)[C@H]1CN(CCN1)C1=CC=C(N=N1)C1=NC=CC=C1O